[K].CC(C)(C)O 2-methylpropan-2-ol potassium salt